N-(7-bromo-4-{[(2,2,5-trimethyl-1,3-dioxan-5-yl)methyl]amino}quinolin-3-yl)pentanamide BrC1=CC=C2C(=C(C=NC2=C1)NC(CCCC)=O)NCC1(COC(OC1)(C)C)C